ethyl 2-[[[5-(1-cyanocyclopropyl)-3-ethylsulfonyl-2-pyridyl]amino]methyl]-5-(trifluoromethyl)thiophene-3-carboxylate C(#N)C1(CC1)C=1C=C(C(=NC1)NCC=1SC(=CC1C(=O)OCC)C(F)(F)F)S(=O)(=O)CC